tert-butyl (E)-2-methyl-4-(methylimino)pyrrolidine-1-carboxylate CC1N(C/C(/C1)=N/C)C(=O)OC(C)(C)C